C12(CC(C1)C2)CNCC2=CC=1C=NC(=CC1N2)CNC(=O)C=2N=C1N(C(C2)=O)C=CC=C1 N-[(2-{[({bicyclo[1.1.1]pentan-1-yl}methyl)amino]methyl}-1H-pyrrolo[3,2-c]pyridin-6-yl)methyl]-4-oxo-4H-pyrido[1,2-a]pyrimidine-2-carboxamide